C(C)(C)(C)OC(=O)N1C[C@@H]2COC3=C(CN2CC1)C(=C(C(=C3Cl)C3=C(C=CC=C3O)F)Cl)OC (12aR)-8,10-dichloro-9-(2-fluoro-6-hydroxyphenyl)-7-methoxy-3,4,12,12a-tetrahydro-6H-pyrazino[2,1-c][1,4]benzooxazepine-2(1H)-carboxylic acid tert-butyl ester